O=C1C2=CC=CC=C2C=2C=CC(=CC12)NC(OC(C)(C)C)=O tert-butyl (9-oxo-9H-fluoren-2-yl)carbamate